ClC1=C(C=CC(=C1)CNC1CCC(CC1)O)N1N=CC(=C1)C1=NC(=NC=C1C#N)NC1CCN(CC1)S(=O)(=O)C 4-(1-(2-Chloro-4-((((1r,4r)-4-hydroxycyclohexyl)amino)methyl)phenyl)-1H-pyrazol-4-yl)-2-((1-(methylsulfonyl)piperidin-4-yl)amino)pyrimidine-5-carbonitrile